C1(CC1)OC1=C(C=C(C=C1)[C@H](NC(=O)N1[C@@H](C(NCC1)=O)C)C1=NC(=C(C=C1)F)C(F)(F)F)F (2R)-N-((S)-(4-cyclopropoxy-3-fluorophenyl)(5-fluoro-6-(trifluoromethyl)pyridin-2-yl)methyl)-2-methyl-3-oxopiperazine-1-carboxamide